(S)-5-fluoro-2-nitro-N-(1,1,1-trifluoropropan-2-yl)aniline FC=1C=CC(=C(N[C@H](C(F)(F)F)C)C1)[N+](=O)[O-]